C(C)(C)(C)OC(=O)N[C@H](C(=O)OCC1=CC=CC=C1)CC1=CC=C(C=C1)C=O (S)-Benzyl 2-((Tert-Butoxycarbonyl)Amino)-3-(4-Formylphenyl)Propanoate